Oxopropionic acid hydrochloride Cl.O=C(C(=O)O)C